N=1C=C(N2C1C=NC=C2)C2=C1CNC(C1=C(C=C2)NC2=NC=C(C=C2)N2CCOCC2)=O 4-imidazo[1,2-a]pyrazin-3-yl-7-[(5-morpholino-2-pyridyl)amino]isoindolin-1-one